FC=1C=C(C=NC1)[C@H](CNCC1CCC(CC1)OC)O (R)-1-(5-Fluoropyridin-3-yl)-2-((((1s,4S)-4-methoxycyclohexyl)methyl)amino)ethan-1-ol